[NH4+].C(CCCC(=O)[O-])(=O)[O-].[NH4+] glutarate ammonium salt